N,N'-(9,10-Dihydro-9,10-dioxo-1,5-anthracenediyl)bisbenzamide O=C1C2=CC=CC(=C2C(C=2C=CC=C(C12)NC(C1=CC=CC=C1)=O)=O)NC(C1=CC=CC=C1)=O